octahydropyrrolo[1,2-a]pyrazine-7-ol C1C2N(CCN1)CC(C2)O